ONC#CCCC1=CC=C(C=C1)C1=N[C@H](C=2N(C3=C1C(=C(S3)C)C)C(=NN2)C)CC(=O)OC(C)(C)C tert-butyl (S)-2-(4-(4-(4-(hydroxyamino)but-3-yn-1-yl)phenyl)-2,3,9-trimethyl-6H-thieno[3,2-f][1,2,4]triazolo[4,3-a][1,4]diazepin-6-yl)acetate